N=1C=NN2C1C=CC=C2C2=CC=C(C=C2)N2CCN(CC2)C(=O)NC=2N=C(SC2)C#C 4-(4-([1,2,4]Triazolo[1,5-a]pyridin-5-yl)phenyl)-N-(2-ethynyl-thiazol-4-yl)-piperazine-1-carboxamide